BrC=1N=C(C(=NC1)N)OC=1C=NN(C1)C1C[C@H]2CC[C@@H](C1)N2C 5-bromo-3-((1-((1R,3s,5S)-8-methyl-8-azabicyclo[3.2.1]octan-3-yl)-1H-pyrazol-4-yl)oxy)pyrazin-2-amine